COC=1C=C(C=CC1OC)C#CC(=O)O 3-(3,4-dimethoxyphenyl)propiolic acid